3-((cis)-3,3-difluoro-5-oxohexahydro-1H-pyrrolo[2,3-c]pyridin-6(2H)-yl)-2,2-dimethylpropionic acid hydrochloride Cl.FC1(CN[C@@H]2CN(C(C[C@@H]21)=O)CC(C(=O)O)(C)C)F